C(C1=CC=CC=C1)NC(=O)NC=1C=C2C=CC=NC2=CC1 1-benzyl-3-(quinolin-6-yl)urea